Br.BrC1=C(C=NC=C1)C(F)(F)F 4-bromo-3-(trifluoromethyl)pyridine hydrobromide